2,2-dimethoxy-1,2-diphenyl-ethanone benzyl(3-((2,2-dimethyl-1,3-dioxan-5-yl)methoxy)-2-(((2,2-dimethyl-1,3-dioxan-5-yl)methoxy)methyl)propyl)carbamate C(C1=CC=CC=C1)N(C(O)=O)CC(COCC1COC(OC1)(C)C)COCC1COC(OC1)(C)C.COC(C(=O)C1=CC=CC=C1)(C1=CC=CC=C1)OC